9-(2-biphenylyl)-10-bromoanthracene C1(=C(C=CC=C1)C=1C2=CC=CC=C2C(=C2C=CC=CC12)Br)C1=CC=CC=C1